ClC1=CC=C(C(=N1)C1=NN(C=C1)C(F)F)[N+](=O)[O-] 6-chloro-2-(1-(difluoromethyl)-1H-pyrazol-3-yl)-3-nitropyridine